N[C@@H](CCC(=O)[O-])C(=O)[O-].[Na+].C(CCCCCCCCCCC)(=O)N([C@@H](CCCCN)C(=O)O)C(CCCCCCCCCCC)=O.[Na+] dilauroyl-lysine sodium glutamate